C(C)OCCOCCO DIETHYLENGLYCOL MONOETHYL ETHER